Cl.Cl.FC1=CC=C(C=C1)CC1=CC2=C(NC1=O)C(CN2C(CN2[C@H](CN[C@@H](C2)C)CN2[C@@H](COCC2)C)=O)(C)C 6-[(4-Fluorophenyl)methyl]-3,3-dimethyl-1-{2-[(2R,5R)-5-methyl-2-{[(3R)-3-methylmorpholin-4-yl]methyl}piperazin-1-yl]acetyl}-1H,2H,3H,4H,5H-pyrrolo[3,2-b]pyridin-5-one dihydrochloride